C1(CCCCC1)CCC(=O)OC(CSCCCCCC(CCCCCSCC(CCCCCC)OC(CCC1CCCCC1)=O)N(C)CCSCCO)CCCCCC ((6-((2-((2-Hydroxyethyl)thio)ethyl)(methyl)amino)undecane-1,11-diyl)bis-(sulfanediyl))bis(octane-1,2-diyl) bis(3-cyclohexylpropanoate)